COC=1C=C(C=C(C1)C(F)(F)F)N1N=C(C=CC1=O)B1OC(C(O1)(C)C)(C)C 2-(3-methoxy-5-(trifluoromethyl)phenyl)-6-(4,4,5,5-tetramethyl-1,3,2-dioxaborolan-2-yl)pyridazin-3(2H)-one